C[Si](OCOC)(OCOC)OCOC methyltris(methoxymethoxy)silane